OCC[N+](C)(C)C.C(CCCCCCCCCCCCC)(=O)OC[C@@H](OC(CCCCCCCCCCCCC)=O)COP(=O)(O)O 1,2-dimyristoyl-sn-glycero-3-phosphate choline